ClC1=C(C=CC2=C1C(=N[C@H](C=1N2C=C(C(N1)=O)CCOCC)C)C1=C(C=CC=C1F)F)C(F)(F)F (5S)-8-chloro-7-(2,6-difluorophenyl)-2-(2-ethoxyethyl)-5-methyl-9-(trifluoromethyl)-5H-pyrimido[1,2-a][1,4]benzodiazepine-3-One